(3-hydroxy-4-methoxypyridinoyl)-L-alanine (2s,3s)-3-phenylbut-2-yl ester C1(=CC=CC=C1)[C@@H]([C@H](C)OC([C@@H](NC(=O)C1=NC=CC(=C1O)OC)C)=O)C